5-[(Z)-hex-3-enyl]oxacyclopentane-2-one C(C\C=C/CC)C1CCC(O1)=O